1-cyclopropyl-3-thiophenyl-imidazo[1,5-a]pyridine C1(CC1)C=1N=C(N2C1C=CC=C2)C=2SC=CC2